1-o-tolyl-1H-pyrazole-3-carboxylic acid (1-[1,2,4]triazolo[4,3-a]pyrazin-8-yl-pyrrolidin-3-yl)-amide N=1N=CN2C1C(=NC=C2)N2CC(CC2)NC(=O)C2=NN(C=C2)C2=C(C=CC=C2)C